NC1=C(SC2=NC(=C(C=C21)F)C)C(=O)NC2CC=1C=CC(=NC1CC2)N2CC1(OCC(O1)C)C(C2)N 3-amino-N-(2-{9-amino-2-methyl-1,4-dioxa-7-azaspiro[4.4]nonan-7-yl}-5,6,7,8-tetrahydroquinolin-6-yl)-5-fluoro-6-methylthieno[2,3-b]pyridine-2-carboxamide